C(C)(=O)C1=CN(C2=CC(=C(C=C12)Br)OC)CC(=O)OC(C)(C)C tert-butyl 2-(3-acetyl-5-bromo-6-methoxy-1H-indol-1-yl)acetate